ClC=1C2=C(N=CN1)N(C=C2)[C@H]2C[C@H](CCC2)C(=O)N cis-3-(4-chloro-7H-pyrrolo[2,3-d]pyrimidin-7-yl)cyclohexane-1-carboxamide